[Si](C1=CC=CC=C1)(C1=CC=CC=C1)(C(C)(C)C)O[C@@H]1C[C@H](C1)NC1=NC(=NC=C1C(=O)O)Cl 4-((trans-3-((tert-butyldiphenylsilyl)oxy)cyclobutyl)amino)-2-chloropyrimidine-5-carboxylic acid